tertiary butyl-ammonium hydroxide [OH-].C(C)(C)(C)[NH3+]